6-((6-Cyano-1,2,3,4-tetrahydronaphthalen-1-yl)oxy)-N-phenyl-1H-indazole-1-carboxamide C(#N)C=1C=C2CCCC(C2=CC1)OC1=CC=C2C=NN(C2=C1)C(=O)NC1=CC=CC=C1